CC=1N=C2N(N=C(C=C2C)C=2C=C3C=CN(C(C3=C(C2)NC(C)=O)=O)C2CNCC2)C1 N-[6-(2,8-dimethylimidazo[1,2-b]pyridazin-6-yl)-1-oxo-2-pyrrolidin-3-yl-8-isoquinolyl]acetamide